C1(=CC=C(C=C1)OC1=C(C(=O)O)C=CC=C1)OC1=C(C(=O)O)C=CC=C1 4'-(p-phenylenedioxy)dibenzoic acid